tert-butyl (2S)-1-[3-[(6-amino-2-pyridyl)sulfonylcarbamoyl]-6-(3-fluoro-5-isobutoxy-phenyl)-2-pyridyl]pyrrolidine-2-carboxylate NC1=CC=CC(=N1)S(=O)(=O)NC(=O)C=1C(=NC(=CC1)C1=CC(=CC(=C1)OCC(C)C)F)N1[C@@H](CCC1)C(=O)OC(C)(C)C